BrC=1C(=NC=CC1)C(=O)NC(CO)C(C)C 3-bromo-N-(1-hydroxy-3-methylbut-2-yl)picolinamide